p-(4-propylcyclohexyl)bromobenzene C(CC)C1CCC(CC1)C1=CC=C(C=C1)Br